8-(HYDROXYMETHYL)NAPHTHALENE-1-BORONIC ACID OCC=1C=CC=C2C=CC=C(C12)B(O)O